[Cd].[W].FC1(COCCC1NNC(CC1(OCCO1)C)=O)C N'-(3-fluoro-3-methyltetrahydro-2H-pyran-4-yl)-2-(2-methyl-1,3-dioxolan-2-yl)acethydrazide tungsten-cadmium